FC(C=1C=C(C=C(C1)C(F)(F)F)NC(=O)[C@]12[C@H]3C[C@@H]([C@@H]([C@@]2(C1)C1=CC(=NC=C1)OC)O3)O)(F)F |r| rac-(1r,2r,4s,5r,6s)-N-(3,5-bis(trifluoromethyl)phenyl)-6-hydroxy-4-(2-methoxypyridin-4-yl)-8-oxatricyclo[3.2.1.02,4]octane-2-carboxamide